N-[(1S)-1-[[(1S)-1-formyl-2-[(3S)-2-oxopyrrolidin-3-yl]ethyl]carbamoyl]-3-methyl-butyl]-4-methoxy-1H-indole-2-carboxamide C(=O)[C@H](C[C@H]1C(NCC1)=O)NC(=O)[C@H](CC(C)C)NC(=O)C=1NC2=CC=CC(=C2C1)OC